(2RS,4RS)-2-methyltetrahydro-2H-thiopyran-4-carboxylic acid 1,1-dioxide C[C@H]1S(CC[C@H](C1)C(=O)O)(=O)=O |r|